methyl 2-(3-bromo-6-oxopyridazin-1-yl)acetate BrC1=NN(C(C=C1)=O)CC(=O)OC